Tetrapropylammonium hydroxid [OH-].C(CC)[N+](CCC)(CCC)CCC